2-(4-fluorobenzamido-3-phenylpropanamido)piperidine-1-carboxamide FC1=CC=C(C(=O)NC(CC(=O)NC2N(CCCC2)C(=O)N)C2=CC=CC=C2)C=C1